cyclobutenyl-cyclohexyl-phosphinic acid C1(=CCC1)P(O)(=O)C1CCCCC1